1-benzopyran-3-ol O1CC(=CC2=C1C=CC=C2)O